[Si](C1=CC=CC=C1)(C1=CC=CC=C1)(C(C)(C)C)OC1=CC=C(CCN2C(=NC3=C2C=CC(=C3)C#N)NC(=O)C3=CC(=NN3CC)C)C=C1 N-(1-(4-((tert-butyldiphenylsilyl)oxy)phenethyl)-5-cyano-1H-benzo[d]imidazol-2-yl)-1-Ethyl-3-methyl-1H-pyrazole-5-carboxamide